COC1=CC=C(C=C1)C=1CCC(N1)C 5-(4-methoxyphenyl)-2-methyl-3,4-dihydro-2H-pyrrole